C(C)C1(OC2=CC=C(C=C2C(C1)=O)C1=NC(=NO1)C=1C=C2CCC(NC2=CC1)=O)CC 6-(5-(2,2-diethyl-4-oxochroman-6-yl)-1,2,4-oxadiazol-3-yl)-3,4-dihydroquinolin-2(1H)-one